O=C1NC(CCC1N1C(C2=CC=CC(=C2C1=O)NCC(=O)N1CCC(CC1)C(=O)OCC1=CC=CC=C1)=O)=O benzyl 1-[2-({2-[2,6-dioxopiperidin-3-yl]-1,3-dioxoisoindol-4-yl}amino)acetyl]piperidine-4-carboxylate